O=C1[C@H](C[C@H]2[C@@H](C[C@@H]3N1[C@@H](CC3)C(=O)N3C[C@@H](CC3)C3=CC=CC=C3)O2)NC(OC(C)(C)C)=O Tert-Butyl ((1aS,3S,6S,8aR,9aR)-4-oxo-6-((S)-3-phenylpyrrolidine-1-carbonyl)decahydrooxireno[2,3-d]pyrrolo[1,2-a]azocin-3-yl)carbamate